ClC=1SC2=C(N1)CC1(CCN(CC1)C(=O)OC(C)(C)C)C2=O tert-butyl 2-chloro-6-oxo-4,6-dihydrospiro[cyclopenta[d][1,3]thiazole-5,4'-piperidine]-1'-carboxylate